C(C)(C)OC(=O)C=1C(=NC(=C(C1OCC1=CC=CC=C1)C)C)Cl 4-Benzyloxy-2-chloro-5,6-dimethyl-pyridine-3-carboxylic acid isopropyl ester